3-(4-(8-((adamantan-1-yl)amino)octyl)-1-oxoisoindolin-2-yl)piperidine-2,6-dione C12(CC3CC(CC(C1)C3)C2)NCCCCCCCCC2=C3CN(C(C3=CC=C2)=O)C2C(NC(CC2)=O)=O